4,4-difluorocyclohexanamine FC1(CCC(CC1)N)F